NC=1C=2C(N=C3N(C2C=CC1)C1=C(N3C3CCCC3)C=C(C=C1)N1CCC3(OCCO3)CC1)=O 4-amino-7-cyclopentyl-9-(1,4-dioxa-8-azaspiro[4.5]decan-8-yl)benzo[4,5]imidazo[1,2-a]quinazolin-5(7H)-one